NC1=CC(=C(C=C1)C(\C=C\C1=CC=C(C=C1)C=1SC(=CC1)C)=O)O (E)-1-(4-Amino-2-hydroxyphenyl)-3-[4-(5-methylthiophen-2-yl)phenyl]prop-2-en-1-one